N-[[6-(3-Phenyl-1-piperidyl)-2-pyridyl]sulfonyl]-2-(2,2,4-trimethylpyrrolidin-1-yl)pyridin-3-carboxamid C1(=CC=CC=C1)C1CN(CCC1)C1=CC=CC(=N1)S(=O)(=O)NC(=O)C=1C(=NC=CC1)N1C(CC(C1)C)(C)C